CC=1C=C2C(C=C(OC2=C(C1)C(C)NC1=C(C(=O)O)C=CC=C1)C1=CC=2N(C=C1)C(=C(N2)C)C=2OC=CN2)=O 2-[1-[6-Methyl-2-(2-methyl-3-oxazol-2-yl-imidazo[1,2-a]pyridin-7-yl)-4-oxo-chromen-8-yl]ethylamino]benzoic acid